COC(=O)C=1C(N(C2=CC(=CC=C2C1N)Br)C1=C2N=CC=NC2=CC=C1)=O 4-Amino-7-bromo-2-oxo-1-(quinoxalin-5-yl)-1,2-dihydroquinoline-3-carboxylic acid methyl ester